S(O)(O)(=O)=O.N1(C=NC=C1)S(=O)(=O)N=[N+]=[N-] imidazole-1-sulfonyl azide sulfuric acid salt